CN1C(NCC1C(=O)NC1=CC(=CC=2OCCOC21)OC2=NC=C(C=C2)C(F)(F)F)=O 3-methyl-2-oxo-N-(7-((5-(trifluoromethyl)pyridin-2-yl)oxy)-2,3-dihydrobenzo[b][1,4]dioxin-5-yl)imidazolidine-4-carboxamide